6-Fluoro-N-methyl-5-(piperazin-1-yl)pyridineamide FC1=C(C=CC(=N1)C(=O)NC)N1CCNCC1